CC(CNC(C1=CC=C(C=C1)OC1=C(C=C(C=C1)NC=1C2=C(N=CN1)C=NC(=C2)N2CCN(CC2)C(C=C)=O)C)=O)(C)C N-(2,2-dimethylpropyl)-4-[2-methyl-4-({6-[4-(prop-2-enoyl)piperazin-1-yl]pyrido[3,4-d]pyrimidin-4-yl}amino)phenoxy]benzamide